4-([1H-pyrazolo[4,3-d]pyrimidin-7-ylamino]methyl)phenylboronic acid N1N=CC=2N=CN=C(C21)NCC2=CC=C(C=C2)B(O)O